8-((1-methyl-1H-pyrazol-4-yl)amino)imidazo[1,2-a]Pyrazine CN1N=CC(=C1)NC=1C=2N(C=CN1)C=CN2